C(#N)C(CNC=1C(=CC=C2C=CC(=CC12)C1=CC=CC(=N1)C(=O)NC1CC(CCC1)N(C)C)OC)=C 6-{8-[(2-cyano-2-methylideneethyl)amino]-7-methoxynaphthalen-2-yl}-N-[3-(dimethylamino)cyclohexyl]pyridine-2-carboxamide